(E,Z)-11,3-Hexadecadienal C(C\C=C\CCCCCC\C=C/CCCC)=O